C(C)(C)(C)N(C(O)=O)[C@H]1C[C@@H](CC1)N.CC=1NC(C=C(C1C(=O)N[C@@H](CCOC1CC(C1)CCC1=NC=2NCCCC2C=C1)C(=O)O)C)=O N-(2,4-dimethyl-6-oxo-1,6-dihydropyridine-3-carbonyl)-O-(3-(2-(5,6,7,8-tetrahydro-1,8-naphthyridin-2-yl)ethyl)cyclobutyl)homoserine t-butyl-((1R,3R)-3-aminocyclopentyl)carbamate